4-(dimethylphosphoryl)-5-fluoro-N-(2-fluorophenyl)pyridin-3-amine CP(=O)(C)C1=C(C=NC=C1F)NC1=C(C=CC=C1)F